NC(COC(C=C)=O)C acrylic acid-2-aminopropyl ester